(2R,5S)-5-(aminomethyl)-2-[3-(2-chlorophenyl)phenyl]-1,4-thiazepan-3-one NC[C@H]1NC([C@H](SCC1)C1=CC(=CC=C1)C1=C(C=CC=C1)Cl)=O